P(=O)(O)([O-])OC1=CC=C(C=C1)C(C)(C)C.[Na+] sodium 4-(1,1-dimethyl-ethyl)phenol hydrogen phosphate